N-ethylamid C(C)[NH-]